(3,5-dibromo-4-methoxyphenyl)(1,3-dimethyl-5,6-dihydropyrazolo[4,3-b][1,4]thiazin-7(1H)-yl)methanone BrC=1C=C(C=C(C1OC)Br)C(=O)N1C2=C(SCC1)C(=NN2C)C